FC(C(C)OC1=NC=CC(=C1)C#N)(F)F 2-[(1,1,1-trifluoropropan-2-yl)oxy]pyridine-4-carbonitrile